CNC(=S)C1=CC=C(C=C1)C1=NOC(=N1)C(F)(F)F N-methyl-4-[5-(trifluoromethyl)-1,2,4-oxadiazol-3-yl]benzencarbothioamide